2-(2-(4-phenoxypyridin-2-yloxy) phenyl)-3-methoxyacrylate O(C1=CC=CC=C1)C1=CC(=NC=C1)OC1=C(C=CC=C1)C(C(=O)[O-])=COC